10-methylphenoxazine-2,7-dicarboxylic acid CN1C2=CC=C(C=C2OC=2C=CC(=CC12)C(=O)O)C(=O)O